Tert-butyl 7-(2-(6-(((R)-2-methyl-3-((5-(methylthio) pyrimidin-2-yl) amino) propyl) amino) pyridin-3-yl) cyclopropane-1-carbonyl)-2,7-diazaspiro[3.5]nonane-2-carboxylate C[C@H](CNC1=CC=C(C=N1)C1C(C1)C(=O)N1CCC2(CN(C2)C(=O)OC(C)(C)C)CC1)CNC1=NC=C(C=N1)SC